4-iodo-3-methylbut-1-yne ICC(C#C)C